5-((5-((R)-1-((2S,4R)-4-hydroxy-2-(((S)-1-(4-(4-methylthiazol-5-yl)phenyl)ethyl)formamido)pyrrolidin-1-yl)-3-methyl-1-oxobutan-2-yl)isoxazol-3-yl)oxy)pentanoic acid O[C@@H]1C[C@H](N(C1)C([C@H](C(C)C)C1=CC(=NO1)OCCCCC(=O)O)=O)NC(=O)[C@@H](C)C1=CC=C(C=C1)C1=C(N=CS1)C